ethyl 4-((6-((4-(benzothiazole-6-yl)-5-fluoropyrimidine-2-yl)amino)pyridine-3-yl)methyl)piperazine-1-carboxylate S1C=NC2=C1C=C(C=C2)C2=NC(=NC=C2F)NC2=CC=C(C=N2)CN2CCN(CC2)C(=O)OCC